C(C)(C)(C)OC(=O)N1[C@@H]2[C@@H]([C@@H](C[C@H]1CC2)NC(=O)OCC2=CC=CC=C2)F |r| rac-(1S,2R,3R,5R)-3-{[(benzyloxy)carbonyl]amino}-2-fluoro-8-azabicyclo[3.2.1]octane-8-carboxylic acid tert-butyl ester